5-N-[[3-(6,8-Dihydro-5H-imidazo[1,2-a]pyrazin-7-ylmethyl)-1-bicyclo[1.1.1]pentanyl]methyl]-1-N-[(2,4-dimethoxyphenyl)methyl]isoquinoline-1,5-diamine N=1C=CN2C1CN(CC2)CC21CC(C2)(C1)CNC=1C=2C=CN=C(C2C=CC1)NCC1=C(C=C(C=C1)OC)OC